N,N-di-(t-butoxycarbonyl)-5-bromo-2-methoxy-3-(1-methyl-1H-1,2,4-triazol-3-yl)aniline silicon aluminum iron [Fe].[Al].[Si].C(C)(C)(C)OC(=O)N(C1=C(C(=CC(=C1)Br)C1=NN(C=N1)C)OC)C(=O)OC(C)(C)C